3-(3-methyl-3,6-diazabicyclo[3.1.1]-heptan-6-yl)-2-nitroaniline CN1CC2N(C(C1)C2)C=2C(=C(N)C=CC2)[N+](=O)[O-]